5-[(3-cyclopropyl-2-fluorophenyl)sulfanyl]-N-[2-(2,4-dimethylphenyl)-2,2-difluoroethyl]-2-methylisonicotinamide C1(CC1)C=1C(=C(C=CC1)SC1=CN=C(C=C1C(=O)NCC(F)(F)C1=C(C=C(C=C1)C)C)C)F